(s)-5-(1-(2-cyclohexylethyl)piperidin-3-yl)-2,4-dihydro-3H-1,2,4-triazol-3-one C1(CCCCC1)CCN1C[C@H](CCC1)C=1NC(NN1)=O